ClC=1C=C(C=C(C1)S(=O)(=O)C)NC(=O)C=1C=NN(C1)C1=NC=CC=C1OCC=1C=NC=CC1 N-(3-chloro-5-(methylsulfonyl)phenyl)-1-(3-(pyridin-3-ylmethoxy)pyridin-2-yl)-1H-pyrazole-4-carboxamide